ClC=1C(=NC=CN1)C(C)N 1-(3-chloropyrazin-2-yl)ethan-1-amine